OC(C(=O)OCCCC)(C)C n-butyl alpha-hydroxyisobutyrate